O=C1NC(CCC1C=1C=C(C(=NC1)F)CN1CCN(CC1)C=1C(=CC2=C(C(C=3NC4=CC(=CC=C4C3C2=O)C#N)(C)C)C1)CC)=O 8-(4-((5-(2,6-dioxopiperidin-3-yl)-2-fluoropyridin-3-yl)methyl)piperazin-1-yl)-9-ethyl-6,6-dimethyl-11-oxo-6,11-dihydro-5H-benzo[b]carbazole-3-carbonitrile